FC=1C=C(C=CC1)[Se]C1=C(CCNC(C2=NC=CC=C2)=O)C(=CC=C1)C N-(2-((3-fluorophenyl)selanyl)-6-methylphenethyl)picolinamide